N-(1-((2-(Azetidin-1-yl)-4-(tert-butoxymethyl)pyrimidin-5-yl)methyl)-1H-pyrazol-4-yl)-6-(3-chloro-6-(difluoromethyl)-2-fluorophenyl)pyrazine-2-carboxamide N1(CCC1)C1=NC=C(C(=N1)COC(C)(C)C)CN1N=CC(=C1)NC(=O)C1=NC(=CN=C1)C1=C(C(=CC=C1C(F)F)Cl)F